CC1=C(C(=CC=C1)C)C1=NC(=NC(=C1)C(CCNCCCC(=O)OC)C)NS(=O)(=O)C=1C=C(C(=O)O)C=CC1 3-[[4-(2,6-Dimethylphenyl)-6-[3-[(4-methoxy-4-oxo-butyl)amino]-1-methyl-propyl]pyrimidin-2-yl]sulfamoyl]benzoic acid